CC1=CC=CC(=N1)C1=C(N=CN1)C=1C=C2C=C(C=NC2=CC1)NCC1CC(C1)C(=O)OC1CCNCC1 piperidin-4-yl (1r,3r)-3-(((6-(5-(6-methylpyridin-2-yl)-1H-imidazol-4-yl)quinolin-3-yl)amino)methyl)cyclobutane-1-carboxylate